1-((2S,3R,4R)-2-cyclopropyl-4-((5-fluoropyridin-2-yl)amino)-6-(1-(2-hydroxyethyl)-1H-pyrazol-4-yl)-3-methyl-3,4-dihydroquinolin-1(2H)-yl)ethanone C1(CC1)[C@@H]1N(C2=CC=C(C=C2[C@@H]([C@H]1C)NC1=NC=C(C=C1)F)C=1C=NN(C1)CCO)C(C)=O